1-[2-(2,6-dichloro-4-trifluoromethylphenylamino)phenyl]-N-{2-(2-hydroxyethoxy)ethyl}methanesulfonamide ClC1=C(C(=CC(=C1)C(F)(F)F)Cl)NC1=C(C=CC=C1)CS(=O)(=O)NCCOCCO